C(#N)C=1N2CC[C@@H](C2=CC1)N[S@@](=O)C(C)(C)C (S)-N-((S)-5-cyano-2,3-dihydro-1H-pyrrolizin-1-yl)-2-methylpropane-2-sulfinamide